ClC1=CC=C(C=C1)C=1C=CSC1 4-(4-chlorophenyl)thiophen